2-amino-N-[(1R)-2-hydroxy-1-(2-quinolyl)ethyl]-8-methoxy-quinazoline-4-carboxamide NC1=NC2=C(C=CC=C2C(=N1)C(=O)N[C@@H](CO)C1=NC2=CC=CC=C2C=C1)OC